azepan-3-yl((S)-6,8-dichloro-1-methyl-3,4-dihydroisoquinolin-2(1H)-yl)methanone trifluoroacetic acid salt FC(C(=O)O)(F)F.N1CC(CCCC1)C(=O)N1[C@H](C2=C(C=C(C=C2CC1)Cl)Cl)C